FC1=CC(=CC2=C1OCC(O2)(C)C)C(C)N2C[C@@H](N(C[C@H]2C)C=2C=1N=C(N(C1N(C(N2)=O)C)C)CC#N)C 2-(6-((2S,5R)-4-(1-(8-fluoro-3,3-dimethyl-2,3-dihydrobenzo[b][1,4]dioxin-6-yl)ethyl)-2,5-dimethylpiperazin-1-yl)-3,9-dimethyl-2-oxo-3,9-dihydro-2H-purin-8-yl)acetonitrile